3-Ethyl-2-methyl-1,3-hexadien C(C)C(C(=C)C)=CCC